5-carboxymethyl-2-thio-uracil C(=O)(O)CC=1C(NC(NC1)=S)=O